NC1=NC=CC=2N1C(=NC2C2CN(CCC2)CC#CC)C2=NC=C(C(=O)NC1=NC=CC(=C1)C(F)(F)F)C=C2 6-(5-amino-1-(1-(but-2-ynyl)piperidin-3-yl)imidazo[1,5-c]pyrimidin-3-yl)-N-(4-(trifluoromethyl)pyridin-2-yl)nicotinamide